OCCN1CCN(CC1)CCCC(=O)OCC1=CC(=CC(=C1)OCCCCCCCCCC)OCCCCCCCCCC 3,5-Bis(decyloxy)benzyl 4-(4-(2-hydroxyethyl)piperazin-1-yl)butanoate